BrCCCO[Si](C1=CC=CC=C1)(C1=CC=CC=C1)C(C)(C)C (3-Bromopropoxy)(tert-butyl)diphenyl-silane